N,N'-di-[3-(m-xylenesulfonyloxy)phenyl]urea C1(CC(=CC=C1)C)(C)S(=O)(=O)OC=1C=C(C=CC1)NC(=O)NC1=CC(=CC=C1)OS(=O)(=O)C1(CC(=CC=C1)C)C